4-(2-azidoethyl)-1,2-dichlorobenzene N(=[N+]=[N-])CCC1=CC(=C(C=C1)Cl)Cl